ClC=1C(=C2C(=NC1N1CC3(CN(C3)C(C=C)=O)CC1)CC(OC2)(C)C)C2=C1C=NNC1=CC(=C2C)Cl 1-(6-(3-chloro-4-(6-chloro-5-methyl-1H-indazol-4-yl)-7,7-dimethyl-7,8-dihydro-5H-pyrano[4,3-b]pyridin-2-yl)-2,6-diazaspiro[3.4]octan-2-yl)prop-2-en-1-one